(1,3-dioxoisoindolin-2-yl)(isopropyl)carbamic acid tert-butyl ester C(C)(C)(C)OC(N(C(C)C)N1C(C2=CC=CC=C2C1=O)=O)=O